1-hydroxy-5,9-dioxa-13b-boranaphtho[3,2,1-de]anthracen-13-yl-1,1,2,2,3,3,4,4,4-nonafluorobutane OC1=CC=CC=2OC=3C=CC=C4OC=5C=CC=C(C5B(C34)C12)C(C(C(C(F)(F)F)(F)F)(F)F)(F)F